(1S,2S,5R)-2-((R)-2,2-difluoro-1-hydroxyethyl)-3,8-diazabicyclo[3.2.1]octane FC([C@H](O)[C@@H]1[C@@H]2CC[C@H](CN1)N2)F